Ethyl Butylacetylaminopropionate CCCCN(CCC(=O)OCC)C(=O)C